NC=1C(=NC2=CC3=C(C=C2C1)CCO3)C(=O)OCC ethyl 6-amino-2,3-dihydrofuro[3,2-g]quinoline-7-carboxylate